C(C)(C)(C)OC(CC1=C(C(=CC=C1)OP(=O)(OC(C)C)OC(C)C)C(CC(=O)O)(C)C)=O 3-(2-(2-(tert-butoxy)-2-oxoethyl)-6-((diisopropoxyphosphoryl)oxy)phenyl)-3-methylbutanoic acid